FCCNCC=1C=C(C2=C(N=C(O2)C=2C=C(C=CC2)C2=C(C=C(C=C2)F)C2=NN=CN2C)C1)C(F)(F)F 2-fluoro-N-((2-(4'-fluoro-2'-(4-methyl-4H-1,2,4-triazol-3-yl)-[1,1'-biphenyl]-3-yl)-7-(trifluoromethyl)benzo[d]oxazol-5-yl)methyl)ethan-1-amine